(R)-N-(1-(2,6-dichlorophenyl)-2-(quinolin-2-yl)ethyl)acetamide ClC1=C(C(=CC=C1)Cl)[C@@H](CC1=NC2=CC=CC=C2C=C1)NC(C)=O